2-(2,6-dioxo-3-piperidyl)isoindoline-1,3-dione potassium 3-cyano-8-hydroxyquinoline-6-sulfonate C(#N)C=1C=NC2=C(C=C(C=C2C1)S(=O)(=O)[O-])O.[K+].O=C1NC(CCC1N1C(C2=CC=CC=C2C1=O)=O)=O